tetrahydrobenzo[f][1,4]oxazepine-7-carboxamide O1CCNCC2=C1C=CC(=C2)C(=O)N